(3S)-4-{4-[3-(3-methylpiperidin-1-yl)propoxy]phenyl}pyridine 1-oxide, dihydrochloride Cl.Cl.C[C@@H]1CN(CCC1)CCCOC1=CC=C(C=C1)C1=CC=[N+](C=C1)[O-]